4-(trans-2-(cyclobutylamino)-cyclopropyl)-5-methyl-N-(5-methyl-1,3,4-thiadiazol-2-yl)thiophene-2-carboxamide C1(CCC1)N[C@H]1[C@@H](C1)C=1C=C(SC1C)C(=O)NC=1SC(=NN1)C